tert-butyl N-[2-[5-[(1R)-1-benzyloxy-1-(trifluoromethyl)pent-4-enyl]-1,3,4-oxadiazol-2-yl]-6-hydroxy-5-(trifluoromethyl)-3-pyridyl]carbamate C(C1=CC=CC=C1)O[C@@](CCC=C)(C(F)(F)F)C1=NN=C(O1)C1=NC(=C(C=C1NC(OC(C)(C)C)=O)C(F)(F)F)O